FC=1C=C(C=CC1F)C=1N=C(SC1C1=NC=CC=C1)NS(=O)(=O)C1=NC=C(C=C1C)NCC1=C(C(=CC=C1)OC)O N-(4-(3,4-difluorophenyl)-5-(pyridine-2-yl)thiazol-2-yl)-5-((2-hydroxy-3-methoxybenzyl)amino)-3-methylpyridine-2-sulfonamide